C1=C(C=CC=2OC3=C(C21)C=CC=C3)CNC3=CN=C(N(C3=O)CC(=O)O)C3=CC=C(C=C3)OCCOC3=CC=C(C=C3)F 2-(5-((dibenzo[b,d]furan-2-ylmethyl)amino)-2-(4-(2-(4-fluorophenoxy)ethoxy)phenyl)-6-oxopyrimidin-1(6H)-yl)acetic acid